iron sodium ferric pyrophosphate [O-]P([O-])(=O)OP(=O)([O-])[O-].[Fe+3].[Na+].[Fe+2]